ClC1=C(C=CC(=C1)C1=NC(=NC(=N1)C(Cl)(Cl)Cl)C(Cl)(Cl)Cl)SCCC(=O)O 3-{chloro-4-[2,4-bis(trichloromethyl)-s-triazin-6-yl]phenylthio}propionic acid